2,3-dimethylpentanol sodium [Na].CC(CO)C(CC)C